ClC1=CC2=C(C=N1)N=C(O2)C2CC1(CC(C1)NC(=O)C=1OC(=CC1)S(=O)(=N)C1CC1)C2 N-[6-(6-chlorooxazolo[4,5-c]pyridin-2-yl)spiro[3.3]heptan-2-yl]-5-(cyclopropylsulfonimidoyl)furan-2-carboxamide